[2-(3-methanesulfonylpiperidin-1-yl)pyrimidin-5-yl]acetate CS(=O)(=O)C1CN(CCC1)C1=NC=C(C=N1)CC(=O)[O-]